COC(=O)C=1C=C2CC(CC2=CC1C(=O)OC)O 2-hydroxy-2,3-dihydro-1H-indene-5,6-dicarboxylic acid dimethyl ester